3-bromo-7-(bromomethyl)-2-(trifluoromethyl)-4H-pyrido[1,2-a]pyrimidin-4-one BrC1=C(N=C2N(C1=O)C=C(C=C2)CBr)C(F)(F)F